CC1=CC=C(C=C1)S(=O)(=O)O.ClC=1C=2C(N=C3N(C2C=CC1)C1=CC(=CC=C1C3(C)C)C3CCNCC3)=O 4-chloro-7,7-dimethyl-10-(piperidin-4-yl)indolo[1,2-a]quinazolin-5(7H)-one 4-methylbenzenesulfonate